3,9-bis(oxirane-2-yl)-2,4,8,10-tetraoxaspiro[5.5]undecane O1C(C1)C1OCC2(CO1)COC(OC2)C2OC2